C(C1=CC=CC=C1)OC=1C=CC=2C[C@@H]3[C@@H]4C=C[C@@H]([C@H]5[C@@]4(C2C1O5)CCN3C)O Benzylmorphin